N-((3-bromopyridin-2-yl)methyl)formamide BrC=1C(=NC=CC1)CNC=O